FC1=CC=C(C=C1)[C@H]1N(OCC1)C(=O)[C@@H]1CC[C@H](CC1)CC1=CC=C2CNC(C2=C1)=O trans-6-[[4-[(3S)-3-(4-fluorophenyl)isoxazolidine-2-carbonyl]cyclohexyl]methyl]isoindolin-1-one